CC(C(CC=CC)C(=O)OCC)C(=O)OCC diethyl hept-5-ene-2,3-dicarboxylate